N[C@H]1CCCC[C@@H]2N(C1=O)[C@@H](CC2)C(=O)N2C1(CC1)C(N(C2=O)C=2C=NC=C(C2)C(F)(F)F)=O 4-((3S,6S,10aS)-6-amino-5-oxodecahydropyrrolo[1,2-a]azocine-3-carbonyl)-6-(5-(trifluoromethyl)pyridin-3-yl)-4,6-diazaspiro[2.4]heptane-5,7-dione